NC1=CC(=C(C(=N1)C1CCC=2C(=NC=NC2C1)N1CCN(CC1)C(C=C)=O)C(F)(F)F)C 1-[4-[7-[6-amino-4-methyl-3-(trifluoromethyl)-2-pyridyl]-5,6,7,8-tetrahydroquinazolin-4-yl]piperazin-1-yl]prop-2-en-1-one